Cl.N1=C(N=CC=C1)N Pyrimidine-2-amine HCl salt